3-[1-(2-fluoro-4-nitrophenyl)piperidin-4-yl]propan-1-ol FC1=C(C=CC(=C1)[N+](=O)[O-])N1CCC(CC1)CCCO